C(CCC(=O)O)(=O)N[C@@H](CCCNC(N)=N)C(=O)O succinoyl-arginine